CC=1C=C(ON2CN=CC=C2)C=CC1B1OC(C(O1)(C)C)(C)C N-(3-methyl-4-(4,4,5,5-tetramethyl-1,3,2-dioxaborolan-2-yl)phenoxy)pyrimidine